1-(4-(((6-(3-(2-(3-(((1-acetylpiperidin-4-yl)amino)methyl)-1-methyl-1H-indazol-6-yl)-3-chloropyridin-4-yl)-2-chlorophenyl)-2-methoxypyridin-3-yl)methyl)amino)piperidin-1-yl)ethan-1-one C(C)(=O)N1CCC(CC1)NCC1=NN(C2=CC(=CC=C12)C1=NC=CC(=C1Cl)C=1C(=C(C=CC1)C1=CC=C(C(=N1)OC)CNC1CCN(CC1)C(C)=O)Cl)C